NC1=NC(=C(C=N1)CCO)C 2-amino-5-(2-hydroxyethyl)-6-methylpyrimidine